OC1=C(C(=O)OC)C=C(C=C1)I methyl 2-hydroxy-5-iodo-benzoate